diamyl-methylaminobenzophenone C(CCCC)C1=C(C(=C(C(=O)C2=CC=CC=C2)C=C1)NC)CCCCC